N-hydroxy-4-(1-(2-methoxyethyl)-1H-benzo[d]imidazol-2-ylamino)benzamide ONC(C1=CC=C(C=C1)NC1=NC2=C(N1CCOC)C=CC=C2)=O